(S)-3-ethyl-2-(2-methylpyridin-4-yl)-5-(pyrrolidin-3-yloxy)-1H-indole C(C)C1=C(NC2=CC=C(C=C12)O[C@@H]1CNCC1)C1=CC(=NC=C1)C